6-methyl-1-(4-methylphenyl)-2-(3-phenylpropanoyl)-2,3,4,9-tetrahydro-1H-β-carboline CC=1C=C2C=3CCN(C(C3NC2=CC1)C1=CC=C(C=C1)C)C(CCC1=CC=CC=C1)=O